4-[7-({8-[2-methoxy-4-(trifluoromethyl)phenyl]quinazolin-2-yl}amino)-2,3-dihydro-1-benzofuran-4-yl]-piperidin-3-ol COC1=C(C=CC(=C1)C(F)(F)F)C=1C=CC=C2C=NC(=NC12)NC1=CC=C(C=2CCOC21)C2C(CNCC2)O